NC1=CC=C2C(CC(C2=C1)(C)C1=CC=C(C=C1)N)(C)C 6-amino-1-(p-aminophenyl)-1,3,3-trimethylindane